[Ni]=O.[Ir] Iridium-Nickel-oxid